3-(4-chlorophenyl)-3-fluoro-N'-hydroxycyclobutanecarboxamidine ClC1=CC=C(C=C1)C1(CC(C1)C(=NO)N)F